BrC1CCCC2=CC=CC=C12 4-bromo-1,2,3,4-tetrahydronaphthalene